C1(CC1)N1N=CC(=C1)[C@@H]1OCC[C@@H](C1)C=1N=C(C=2N(C(C(=C(N2)C)C)=O)C1)C12CC(C1)(C2)C(F)(F)F 7-[(2R,4S)-2-(1-cyclopropylpyrazol-4-yl)tetrahydropyran-4-yl]-2,3-dimethyl-9-[3-(trifluoromethyl)-1-bicyclo[1.1.1]pentanyl]pyrazino[1,2-a]pyrimidin-4-one